2-Amino-9-((2R,3S,4S,5R)-4-fluoro-3-hydroxy-5-(hydroxymethyl)tetrahydrofuran-2-yl)-7-(3,3,4,4,4-pentafluorobutyl)-7,9-dihydro-1H-purin-6,8-dion NC=1NC(C=2N(C(N(C2N1)[C@@H]1O[C@@H]([C@H]([C@H]1O)F)CO)=O)CCC(C(F)(F)F)(F)F)=O